cystamine diindolylbutyrate N1C(=CC2=CC=CC=C12)C(C(=O)O)(CC)C=1NC2=CC=CC=C2C1.NCCSSCCN